4,4-difluorobut-3-en-1-yl 2-(1H-benzo[d]imidazol-1-yl)acetate N1(C=NC2=C1C=CC=C2)CC(=O)OCCC=C(F)F